CC=1SC=2N3C(=NN=C3[C@@H](N=C(C2C1C)C1=CC=C(C=C1)CCCOC1CCNCC1)CC=1OC=CN1)C 2-[[(9S)-4,5,13-trimethyl-7-[4-[3-(4-piperidyloxy)propyl]phenyl]-3-thia-1,8,11,12-tetrazatricyclo[8.3.0.02,6]trideca-2(6),4,7,10,12-pentaen-9-yl]methyl]oxazole